but-3-en-1-yl-magnesium bromide C(CC=C)[Mg]Br